CC(C)(C)N1N=C(C=C1N)[C@@H]1C[C@@H](CC1)O[Si](C1=CC=CC=C1)(C1=CC=CC=C1)C(C)(C)C 2-(2-methylprop-2-yl)-5-[(1S,3R)-3-{[(2-methylprop-2-yl)diphenylsilyl]oxy}cyclopentyl]pyrazol-3-amine